m-[2-(cyclopentylamino)-6-(1-{[6-(methoxymethyl)-2-pyridinyl]methyl}-1H-1,2,3-triazol-4-yl)-4-pyrimidinyl]benzonitrile C1(CCCC1)NC1=NC(=CC(=N1)C=1C=C(C#N)C=CC1)C=1N=NN(C1)CC1=NC(=CC=C1)COC